2,2-dimethylvinylboronic acid CC(=CB(O)O)C